2-ethoxy-7-[oxan-2-yl]-8-(3,4,5-trifluorophenyl)-3H-pyrazolo[1,5-a][1,3,5]triazin-4-one C(C)OC1=NC=2N(C(N1)=O)N=C(C2C2=CC(=C(C(=C2)F)F)F)C2OCCCC2